The molecule is a sugar dianhydride obtained by the condensation of two units of beta-D-fructofuranose. It has a role as a metabolite. It derives from a beta-D-fructofuranose. C1[C@@]2([C@H]([C@@H]([C@H](O2)CO)O)O)O[C@H]3[C@@H]([C@H](O[C@]3(O1)CO)CO)O